FC1=C(CC=2NC(=NN2)C(=O)NC2=NC=CC(=C2)C2=C(C=CC(=C2)OCC(C)(C)O)C(F)(F)F)C=CC=C1 5-(2-fluorobenzyl)-N-(4-(5-(2-hydroxy-2-methylpropoxy)-2-(trifluoromethyl)phenyl)pyridin-2-yl)-4H-1,2,4-triazole-3-carboxamide